N=1NN=NC1CCNC(=O)C1=CC=2C(=NC=CC2C=2C=NC=C(C2)C2=CC=C(C=C2)N2C(CCC2)=O)N1 N-(2-(2H-tetrazol-5-yl)ethyl)-4-(5-(4-(2-oxopyrrolidin-1-yl)phenyl)pyridin-3-yl)-1H-pyrrolo[2,3-b]pyridine-2-carboxamide